C(C=C)(=O)OCC1OCC1 2-(acryloyloxymethyl)oxetane